(R)-3-(benzyloxy)-5-hydroxy-4-(6-methoxy-4-((tetrahydrofuran-3-yl)amino)isoindoline-2-carbonyl)benzonitrile C(C1=CC=CC=C1)OC=1C=C(C#N)C=C(C1C(=O)N1CC2=CC(=CC(=C2C1)N[C@H]1COCC1)OC)O